3-(Trans-4-((dimethylamino)methyl)cyclohexyl)pyrazolo[1,5-a]pyridin-5-ol CN(C)C[C@@H]1CC[C@H](CC1)C=1C=NN2C1C=C(C=C2)O